FC(N1N=CC(=C1)C1=NN=C(O1)C(=O)N1[C@H](C2=C(CC1)NC=N2)C2=NN1C(C=CC=C1C(F)(F)F)=C2)(F)F (R)-(5-(1-(trifluoromethyl)-1H-pyrazol-4-yl)-1,3,4-oxadiazol-2-yl)(4-(7-(trifluoromethyl)pyrazolo[1,5-a]pyridin-2-yl)-6,7-dihydro-1H-imidazo[4,5-c]pyridin-5(4H)-yl)methanone